(3-(1-(3-methoxyphenyl)piperidin-4-yl)-1H-pyrazol-5-yl)-1H-pyrrole COC=1C=C(C=CC1)N1CCC(CC1)C1=NNC(=C1)N1C=CC=C1